(R)-1-(3-(4-amino-(4-phenoxyphenyl)-1H-pyrazolo[3,4-d]pyrimidin-1-yl)piperidin-1-yl)-3-(4-methylpiperazin-1-yl)acetone NC1=C2C(=NC=N1)N(N=C2C2=CC=C(C=C2)OC2=CC=CC=C2)[C@H]2CN(CCC2)CC(=O)CN2CCN(CC2)C